NC=1C2=C(N=CN1)N(C(=C2C(=O)NC2=CC=C(C=C2)COC)C#CCN2CCCC2)C2(CC2)C 4-amino-N-[4-(methoxymethyl)phenyl]-7-(1-methylcyclopropyl)-6-(3-(pyrrolidin-1-yl)prop-1-yn-1-yl)-7H-pyrrolo[2,3-d]pyrimidine-5-carboxamide